(1s,2s,5r)-1-hydroxy-N-[2-(4-hydroxy-3-methoxy-phenyl)ethyl]-2-isopropyl-5-methyl-cyclohexanecarboxamide O[C@@]1([C@@H](CC[C@H](C1)C)C(C)C)C(=O)NCCC1=CC(=C(C=C1)O)OC